2-[4-[(E)-3-[4-(Difluoromethoxy)phenyl]prop-2-enoyl]phenoxy]propanoic acid FC(OC1=CC=C(C=C1)/C=C/C(=O)C1=CC=C(OC(C(=O)O)C)C=C1)F